6-(2-ethoxyphenyl)-3-((R)-2-ethyl-4-(1-(trifluoromethyl)cyclobutane-1-carbonyl)piperazin-1-yl)-N-((S)-quinuclidin-3-yl)pyridine C(C)OC1=C(C=CC=C1)C1=CC=C(CN1[C@@H]1CN2CCC1CC2)N2[C@@H](CN(CC2)C(=O)C2(CCC2)C(F)(F)F)CC